(E)-N'-(4-bromo-2-methyl-5-(trifluoromethyl)phenyl)-N-ethyl-N-methylformamidine BrC1=CC(=C(C=C1C(F)(F)F)/N=C/N(C)CC)C